C(C(=O)O)(=O)O.ClC(C(C)O)(Cl)O dichloropropylene glycol oxalate